C(C)C1=CC(=NN1)NC1=NC(=C2C=CC=NC2=C1)NC1CC2CCC(C1)N2CCC#N 3-((3-exo)-3-((7-((5-ethyl-1H-pyrazol-3-yl)amino)-1,6-naphthyridin-5-yl)amino)-8-azabicyclo[3.2.1]octan-8-yl)propionitrile